(R)-(1-nitro-4-phenylbutan-2-yl)carbamic acid tert-butyl ester C(C)(C)(C)OC(N[C@@H](C[N+](=O)[O-])CCC1=CC=CC=C1)=O